NC[C@H](CC(=O)O)C[C@H](C)OC(C)C (3s,5s)-3-aminomethyl-5-isopropoxy-hexanoic acid